C(#N)C1=C(C=C(C=C1)NC(=O)N[C@@H]1C(NC[C@H]1C1=C(C=C(C=C1F)OC)F)=O)O |o1:12,16| 1-(4-cyano-3-hydroxyphenyl)-3-[(3S*,4R*)-4-(2,6-difluoro-4-methoxyphenyl)-2-oxopyrrolidin-3-yl]urea